F[C@@]1(C=2C=CC=NC2[C@H](CC1)O)C(=O)NCC1=C(C=C(C=C1)OC(F)(F)F)F (5S,8S)-5-fluoro-N-(2-fluoro-4-(trifluoromethoxy)benzyl)-8-hydroxy-5,6,7,8-tetrahydroquinoline-5-carboxamide